(2S,4r)-1-[(2S)-2-(4-cyclopropyl-triazol-1-yl)-3,3-dimethyl-butyryl]-N-[(1r,2S)-2-(2,3-dihydro-1,4-benzodioxin-5-yl)cyclopropyl]-4-hydroxy-pyrrolidine-2-carboxamide C1(CC1)C=1N=NN(C1)[C@H](C(=O)N1[C@@H](C[C@H](C1)O)C(=O)N[C@H]1[C@@H](C1)C1=CC=CC=2OCCOC21)C(C)(C)C